4-((2-fluorophenyl)amino)-N-(2-((1,2,3,4-tetrahydroacridin-9-yl)amino)ethyl)quinazoline-7-carboxamide FC1=C(C=CC=C1)NC1=NC=NC2=CC(=CC=C12)C(=O)NCCNC=1C2=CC=CC=C2N=C2CCCCC12